C12(CC(C1)C2)N2C[C@H](N(S(C1=C2C=C(C(=C1)O\C=C(\C(=O)O)/F)SCCCC)(=O)=O)C)CCCC (R,Z)-3-((5-(bicyclo[1.1.1]pentan-1-yl)-3-butyl-7-(butylthio)-2-methyl-1,1-dioxido-2,3,4,5-tetrahydrobenzo[f][1,2,5]thiadiazepin-8-yl)oxy)-2-fluoroacrylic acid